4-(tert-butyl)-2-(2-methoxydibenzo[b,d]furan-4-yl)pyridine C(C)(C)(C)C1=CC(=NC=C1)C1=CC(=CC2=C1OC1=C2C=CC=C1)OC